tert-butyl (2R,6S)-4-[7-[(8-fluoro-2-methyl-imidazo[1,2-a]pyridin-6-yl)carbamoyl]-1-methyl-benzotriazol-4-yl]-2,6-dimethyl-piperazine-1-carboxylate FC=1C=2N(C=C(C1)NC(=O)C1=CC=C(C3=C1N(N=N3)C)N3C[C@H](N([C@H](C3)C)C(=O)OC(C)(C)C)C)C=C(N2)C